6-bromo-4-hydroxy-1-(4-methoxybenzyl)-1,5-naphthyridin-2(1H)-one BrC=1N=C2C(=CC(N(C2=CC1)CC1=CC=C(C=C1)OC)=O)O